(Z)-3-(4-(4-(1-cyano-2-(4-(dimethylamino)phenyl)ethenyl)phenyl)pyridin-1-yl)propane-1-carboxylic acid sodium salt [Na+].C(#N)\C(=C/C1=CC=C(C=C1)N(C)C)\C1=CC=C(C=C1)C1=CCN(C=C1)CCCC(=O)[O-]